O1C(=CC2=C1C=CC=C2)C2=CC=C(C=C2)C(CC)=O 1-(4-(benzofuran-2-yl)phenyl)propan-1-one